Tri-ethyl orthoformate C(OCC)(OCC)OCC